OCC(C1=CC=CC=C1)[N+]1=NOC(=C1)[N-]C(NC1=CC(=CC=C1)C(F)(F)F)=O (3-(2-hydroxy-1-phenylethyl)-1,2,3-oxadiazol-3-ium-5-yl)((3-(trifluoromethyl)phenyl)carbamoyl)amide